1-(4-methoxyphenyl)-4,6-dihydropyrrolo[3,4-c]pyrazole-5(1H)-carbonitrile COC1=CC=C(C=C1)N1N=CC2=C1CN(C2)C#N